chloro-vinyldisiloxan Cl[SiH](O[SiH3])C=C